(R)-N-(2,3-dichloro-4-(N-(1-(1-methylpiperidin-4-yl)ethyl)sulfamoyl)phenyl)-2-methylbenzamide ClC1=C(C=CC(=C1Cl)S(N[C@H](C)C1CCN(CC1)C)(=O)=O)NC(C1=C(C=CC=C1)C)=O